5-((2-(4-((2-chloro-3-(cyanomethyl)benzyl)amino)butoxy)ethyl)amino)benzo[c][2,6]naphthyridine ClC1=C(CNCCCCOCCNC2=NC3=C(C4=CN=CC=C24)C=CC=C3)C=CC=C1CC#N